ClC=1C=C2C(=NC(N3C2=C(C1C1=C(C=C(C=C1)F)F)SC[C@@H](C3)OC)=O)N3CCNCC3 (3R)-10-chloro-11-(2,4-difluorophenyl)-3-methoxy-8-(piperazin-1-yl)-3,4-dihydro-2H,6H-[1,4]thiazepino[2,3,4-ij]quinazolin-6-one